FC(C1=C(C=NC=C1)C(=O)N1CCC(CC1)CCCCNC(=O)C1=CC=2C(=CN=CC2)S1)(F)F N-[4-(1-{[4-(trifluoromethyl)pyridin-3-yl]carbonyl}piperidin-4-yl)butyl]thieno[2,3-c]pyridine-2-carboxamide